N-(3-aminopropyl)-4-((3-(2,3-difluoro-4-methoxy-phenyl)imidazo[1,2-a]pyrazin-8-yl)amino)-2-methylbenzamide NCCCNC(C1=C(C=C(C=C1)NC=1C=2N(C=CN1)C(=CN2)C2=C(C(=C(C=C2)OC)F)F)C)=O